C(#N)C(CC)OC=1C=C(C=CC1)CNC(=O)[C@H]1N(C[C@@H](C1)O)C([C@H](C(C)(C)C)N1N=NC(=C1)C1CC1)=O (2S,4r)-N-[[3-(1-cyanopropoxy)phenyl]methyl]-1-[(2S)-2-(4-cyclopropyltriazol-1-yl)-3,3-dimethyl-butyryl]-4-hydroxy-pyrrolidine-2-carboxamide